CC(C(=O)C1=CC=C(C=C1)SC)(C)N1CCOCC1 2-methyl-2-(4-morpholinyl)-1-(4-methylthiophenyl)-1-propanone